ClC1=C(C(=C(C=C1OC)OC)Cl)C1=NC(=C2C=C(N=CC2=C1)N[C@H]1[C@H](CN(C1)CCN(C)C)NC(C=C)=O)NCC1OCCC1 N-((3S,4R)-4-((7-(2,6-dichloro-3,5-dimethoxyphenyl)-5-(((tetrahydrofuran-2-yl)methyl)amino)-2,6-naphthyridin-3-yl)amino)-1-(2-(dimethylamino)ethyl)pyrrolidin-3-yl)acrylamide